ClC1=C(C(=CC=C1)Cl)N1N=C(C(=C1)NC=1C=NC(=NC1)NC1CCN(CC1)C)C(=O)N 1-(2,6-dichlorophenyl)-4-((2-((1-methylpiperidin-4-yl)amino)pyrimidin-5-yl)amino)-1H-pyrazole-3-carboxamide